C1(=CC(=CC=C1)CCCC(=O)O)CCCC(=O)O 4,4'-1,3-phenylenedibutanoic acid